C(#N)C1=NC(N=C1C#N)(C=O)C(F)(F)F.[Al] aluminum 4,5-dicyano-2-(trifluoromethyl)imidazoleAl